3-methoxy-4-(3-methoxypyridin-4-yl)aniline COC=1C=C(N)C=CC1C1=C(C=NC=C1)OC